(4,4,5,5-tetramethyl-1,3,2-dioxaborolan-2-yl)aniline Tert-Butyl-3-(3-(4-(bromomethyl)phenyl)-2-oxoimidazolidin-1-yl)-2,6-dioxopiperidine-1-carboxylate C(C)(C)(C)OC(=O)N1C(C(CCC1=O)N1C(N(CC1)C1=CC=C(C=C1)CBr)=O)=O.CC1(OB(OC1(C)C)NC1=CC=CC=C1)C